COC=1C(=NSC1C=CC)C(=O)OCC ethyl 4-methoxy-5-prop-1-enyl-isothiazole-3-carboxylate